C(C=C)(=O)O.P(S)(O)(O)=S dithiophosphoric acid acrylate